C1=CC(=CC=C1)S(=O)(=O)N 3-benzensulfonamide